5-Chloro-N-[3-fluoro-4-(2-{1H-pyrazolo[3,4-b]pyridin-5-yl}ethynyl)pyridin-2-yl]-2-methylpyridine-3-sulfonamide ClC=1C=C(C(=NC1)C)S(=O)(=O)NC1=NC=CC(=C1F)C#CC=1C=C2C(=NC1)NN=C2